3-((4-(4-((1-(2-bromo-5-methoxy-4-nitrophenyl)piperidin-4-yl)methyl)piperazin-1-yl)-3-fluorophenyl)amino)piperidine-2,6-dione BrC1=C(C=C(C(=C1)[N+](=O)[O-])OC)N1CCC(CC1)CN1CCN(CC1)C1=C(C=C(C=C1)NC1C(NC(CC1)=O)=O)F